isothiazolinon S1N=CC(C1)=O